C(CCCCCCCCCCCCCC=CCCCCCCCC)(=O)OCCCCCCCCCCCCCCCCCCCCCCCCCCCCCCCCC(=O)O 33-(tetracos-15-enoyloxy)-tritriacontanoic acid